2-(2-chlorobenzyl)-8-methyl-N-[2-(2-thienyl)ethyl]-4,5-dihydro-2H-furo[2,3-g]indazole-7-carboxamide ClC1=C(CN2N=C3C4=C(CCC3=C2)OC(=C4C)C(=O)NCCC=4SC=CC4)C=CC=C1